4-(difluoromethyl)-2-(3-((1r,3r)-3-fluoro-1-(4-methyl-4H-1,2,4-triazol-3-yl)cyclobutyl)phenyl)-6-(((1-methylcyclobutyl)amino)methyl)isoindolin-1-one FC(C1=C2CN(C(C2=CC(=C1)CNC1(CCC1)C)=O)C1=CC(=CC=C1)C1(CC(C1)F)C1=NN=CN1C)F